C(C1=CC=CC=C1)OC[C@H](CF)OC1=C(C=C(C=C1)Br)C(C)=O (R)-1-(2-(1-(benzyloxy)-3-fluoropropan-2-yloxy)-5-bromophenyl)ethanone